2-(2-fluoro-4-iodopyridin-3-yl)ethanol FC1=NC=CC(=C1CCO)I